N-(2-(3-hydroxy-3-methylbutyl)-6-(4-((2,2,2-trifluoroethyl)carbamoyl)phenyl)-2H-indazol-5-yl)-3-sulfamoylbenzamide OC(CCN1N=C2C=C(C(=CC2=C1)NC(C1=CC(=CC=C1)S(N)(=O)=O)=O)C1=CC=C(C=C1)C(NCC(F)(F)F)=O)(C)C